BrC1=CC=C(C=C1)NC(=O)NC(C(=O)NCC(=O)O)(CC(C)C)C [(2-{[(4-bromophenyl)carbamoyl]amino}-2,4-dimethylpentanoyl)amino]acetic acid